N1C(=CC2=CC=CC=C12)C(=O)N1CCN(CC1)C(C(=O)OCC)=O ethyl 2-(4-(1H-indole-2-carbonyl)piperazin-1-yl)-2-oxoacetate